C(C)(C)(C)OC(=O)N1[C@@H](CC(\C=C/CC1)=O)CO[Si](C1=CC=CC=C1)(C1=CC=CC=C1)C(C)(C)C.CC1CCC2C(CCC(C=C12)C(=C)C)C 1,2,3,3A,4,5,6,7-octahydro-1,4-dimethyl-7-(1-methylvinyl)azulene tert-Butyl-(S,Z)-2-(((tert-butyldiphenylsilyl)oxy)methyl)-4-oxo-3,4,7,8-tetrahydroazocine-1(2H)-carboxylate